D-5-fluoro-3-(trifluoromethyl)benzoyl chloride FC=1C=C(C=C(C(=O)Cl)C1)C(F)(F)F